BrCC1CC=CC1 4-(bromomethyl)-1-cyclopentene